propane tartrate C(=O)(O)C(O)C(O)C(=O)O.CCC